COC1=CC=C(C=C1)C1=NC=2N(C(=C1)N1CC(CC1)N(C)C)N=CC2 1-(5-(4-methoxyphenyl)pyrazolo[1,5-a]pyrimidin-7-yl)-N,N-dimethylpyrrolidin-3-amine